(4-(5-morpholino-3-(trifluoromethyl)-1H-pyrazol-1-yl)phenyl)methanamine O1CCN(CC1)C1=CC(=NN1C1=CC=C(C=C1)CN)C(F)(F)F